1-butyl-7-ethoxy-2-methoxy-1-(4-phenylbut-1-yn-1-yl)-1,2-dihydro-3H-imidazo[1,5-a]indol-3-one C(CCC)C1(N(C(N2C1=CC=1C=C(C=CC21)OCC)=O)OC)C#CCCC2=CC=CC=C2